3-(3-((1-((4-fluorophenyl)sulfonyl)-1H-benzimidazol-2-yl)thio)propoxy)-5,7-dimethoxy-2-(3,4,5-trimethoxyphenyl)-4H-chromen-4-one FC1=CC=C(C=C1)S(=O)(=O)N1C(=NC2=C1C=CC=C2)SCCCOC2=C(OC1=CC(=CC(=C1C2=O)OC)OC)C2=CC(=C(C(=C2)OC)OC)OC